FC1=CC=C(C=C1)C=1C=C(C(=NC1)CNC(C=C)=O)C1=NN(C=C1)C N-((5-(4-fluorophenyl)-3-(1-methyl-1H-pyrazol-3-yl)pyridin-2-yl)methyl)acrylamide